C(C)(C)(C)OC(=O)N1C[C@H]2C[C@H]2[C@H](C1)N |r| racemic-(1S,5R,6R)-5-amino-3-azabicyclo[4.1.0]heptane-3-carboxylic acid tert-butyl ester